(S)-N-(4-methyl-3-(2-(((S)-1-(methylamino)-1-oxopropan-2-yl)amino)-6-morpholinopyridin-4-yl)phenyl)-3-(2,2,2-trifluoroethyl)pyrrolidine-1-carboxamide CC1=C(C=C(C=C1)NC(=O)N1C[C@@H](CC1)CC(F)(F)F)C1=CC(=NC(=C1)N1CCOCC1)N[C@H](C(=O)NC)C